C(C)(C)(C)OC(=O)N1CCC(CC1)C=1C=CC=C2C(=CC(OC12)(C)C1=C(C=C(C=C1)Cl)OC([2H])([2H])[2H])F tert-butyl-4-(2-(4-chloro-2-(methoxy-d3)phenyl)-4-fluoro-2-methyl-2H-chromen-8-yl)piperidine-1-carboxylate